2-(difluoromethyl)-5-(4-((5-phenyl-1,3,4-thiadiazol-2-yl)methyl)phenyl)-1,3,4-oxadiazole FC(C=1OC(=NN1)C1=CC=C(C=C1)CC=1SC(=NN1)C1=CC=CC=C1)F